1,3,5-tris(oxiran-2-ylmethyl)-1,3,5-triazinan-2,4,6-trione O1C(C1)CN1C(N(C(N(C1=O)CC1OC1)=O)CC1OC1)=O